FC1=C(C=C(C=C1)NC1=NC=CC(=N1)NC1=NC(=NC=C1)C1=NC(=CC=C1)C)CN1CCN(CC1)C N2-[4-fluoro-3-[(4-methylpiperazin-1-yl)methyl]phenyl]-N4-[2-(6-methyl-2-pyridyl)pyrimidin-4-yl]pyrimidine-2,4-diamine